methyltri(3-methyl-1-butyn-3-oxy)silane C[Si](OC(C#C)(C)C)(OC(C#C)(C)C)OC(C#C)(C)C